C(#N)C1=CC(=C(C=C1)C1OC2=C(C=CC=C2CC1)C1CCN(CC1)C(=O)OC(C)(C)C)F tert-butyl 4-(2-(4-cyano-2-fluorophenyl)chroman-8-yl)piperidine-1-carboxylate